2-methyl-6-(1-methylcyclobutoxy)-6,7-dihydrofuro[3,2-g]quinazolin-4(3H)-one CC1=NC2=CC3=C(C=C2C(N1)=O)C(CO3)OC3(CCC3)C